cyclohexyl salicylate C(C=1C(O)=CC=CC1)(=O)OC1CCCCC1